FC(OC1=CC=C(C=C1)S(=O)(=O)N[C@H]1[C@H](CC2=CC=CC=C12)C(=O)OC)(F)F methyl (1S,2S)-1-((4-(trifluoromethoxy)phenyl)sulfonamido)-2,3-dihydro-1H-indene-2-carboxylate